4-(5-(2-hydroxypropan-2-yl)-2-((1r,3r)-3-(methyl(piperidin-4-ylmethyl)amino)cyclobutoxy)phenyl)-6-methyl-1,6-dihydro-7H-pyrrolo[2,3-c]pyridin-7-one OC(C)(C)C=1C=CC(=C(C1)C=1C2=C(C(N(C1)C)=O)NC=C2)OC2CC(C2)N(CC2CCNCC2)C